(3R,4R)-4-(((7-(((S)-1-(4-Chlorothiazol-2-yl)ethyl)amino)-3-isopropyl-pyrazolo[1,5-a]pyrimidin-5-yl)amino)methyl)piperidin-3-ol ClC=1N=C(SC1)[C@H](C)NC1=CC(=NC=2N1N=CC2C(C)C)NC[C@@H]2[C@H](CNCC2)O